NC1=NC=2C=CC(=CC2C2=C1[C@H](OC2)C)C(=O)N(CC)[C@H]2COCC1=C2C=CC(=C1)Br (3R)-4-amino-N-((4R)-7-bromo-3,4-dihydro-1H-2-benzopyran-4-yl)-N-ethyl-3-methyl-1,3-dihydrofuro[3,4-c]quinoline-8-carboxamide